3-(2-chloro-4-fluoro-4'-((1-methyl-1H-pyrazol-3-yl)methoxy)-[1,1'-biphenyl]-3-yl)piperidine-2,6-dione ClC1=C(C=CC(=C1C1C(NC(CC1)=O)=O)F)C1=CC=C(C=C1)OCC1=NN(C=C1)C